C(C)(C)(C)C=1C=C(CC2(CC(=CC(=C2)C)C)C)C=C(C1O)C(C)(C)C 3-(3,5-di-tert-butyl-4-hydroxybenzyl)mesitylene